(±)-(cis)-N1-(8-amino-6-(4-methylpyridin-3-yl)-2,7-naphthyridin-3-yl)-N2,N2-dimethylcyclopropane-1,2-dicarboxamide NC=1N=C(C=C2C=C(N=CC12)NC(=O)[C@H]1[C@H](C1)C(=O)N(C)C)C=1C=NC=CC1C |r|